(±)-3-fluoro-6,7,8,9-tetrahydro-5H-5,8-epiminobenzo[7]annulene FC1=CC2=C(CC3CCC2N3)C=C1